COC1=C(C(=CC=C1)OC)C1=CC=CC2=C1[P@](CO2)C(C)(C)C (3R)-4-(2,6-Dimethoxyphenyl)-3-(1,1-dimethylethyl)-2,3-dihydro-1,3-benzoxaphosphole